2,7-dimethyl-3,5-octadiyne-2,7-diol CC(C)(C#CC#CC(C)(O)C)O